C(C)(C)N(C(CC1=CN(C2=CC=C(C=C12)OC)C(=O)OC(C)(C)C)=O)C(C)C tert-butyl 3-(2-(diisopropylamino)-2-oxoethyl)-5-methoxy-1H-indole-1-carboxylate